C(=O)O.CN(C(C)=O)C N,N-dimethylacetamide Formate salt